4-Cyclopropyl-2-iodo-1-methoxybenzene C1(CC1)C1=CC(=C(C=C1)OC)I